N-((1-methylcyclopropyl)methyl)-5-(pyrazolo[1,5-a]pyridin-5-yl)-7H-pyrrolo[2,3-d]pyrimidin-2-amine CC1(CC1)CNC=1N=CC2=C(N1)NC=C2C2=CC=1N(C=C2)N=CC1